2-(naphthalen-1-yl)maleonitrile C1(=CC=CC2=CC=CC=C12)/C(/C#N)=C/C#N